BrC=1C(=C(C=CC1)CN)C (3-bromo-2-methyl-phenyl)methanamine